3-(4-amino-2-{4-[(2-fluoro-1-oxoprop-2-enyl)amino]phenyl}-3-(3-fluoro-4-{[(2,2,2-trifluoroethyl)amino]carbonyl}phenyl)-1-methylpyrrolo[3,2-c]pyridin-7-yl)prop-2-ynoic acid NC1=NC=C(C2=C1C(=C(N2C)C2=CC=C(C=C2)NC(C(=C)F)=O)C2=CC(=C(C=C2)C(=O)NCC(F)(F)F)F)C#CC(=O)O